C(C)(C)(C)OC(=O)N[C@@H](CC(=O)OCC)C=1C(=C(C=C(C1F)C1CC1)C1=C(C=C(C=C1OCCCC=C)C)C)F Ethyl (3S)-3-((tert-butoxycarbonyl)amino)-3-(5-cyclopropyl-2,4-difluoro-2',4'-dimethyl-6'-(pent-4-en-1-yloxy)-[1,1'-biphenyl]-3-yl)propanoate